C(CCCCCCCCCCCCCCCCC)(=O)OCCCCCCCCCCCCCCCC hexadecyl stearate